n-butyl-4-aminobenzoate C(CCC)OC(C1=CC=C(C=C1)N)=O